[O-2].[Mn+2].[Al+3].[Li+].[O-2].[O-2] lithium-aluminium-manganese oxide